(S)-1-(oxetan-2-ylmethyl)-2-((4-(6-(isoquinoline-8-ylmethoxy)pyridin-2-yl)piperidin-1-yl)methyl)-1H-benzo[d]imidazole-6-carboxylic acid O1[C@@H](CC1)CN1C(=NC2=C1C=C(C=C2)C(=O)O)CN2CCC(CC2)C2=NC(=CC=C2)OCC=2C=CC=C1C=CN=CC21